COC=1C=C(C(=O)Cl)C=C(C1OC)OC 3,4,5-trimethoxybenzoyl chloride